2-(thiazol-5-yl)-1H-naphthalen S1C=NC=C1C1CC2=CC=CC=C2C=C1